5-chloro-1'-[[1-[2-hydroxy-2-(1-hydroxycyclobutyl)ethyl]pyrazol-4-yl]methyl]spiro[1H-isobenzofuran-3,4'-piperidine]-1-carboxamide ClC=1C=C2C(=CC1)C(OC21CCN(CC1)CC=1C=NN(C1)CC(C1(CCC1)O)O)C(=O)N